C1(=CC=C(C=C1)N[C@@H]1CN(CC1)C(=O)OC(C)(C)C)C1=CC=CC=C1 tert-butyl (S)-3-([1,1'-biphenyl]-4-ylamino)pyrrolidine-1-carboxylate